BrC1=CC(=C(C(=C1)F)NC(=O)C1(CCN(CC1)C(=O)OC(C)(C)C)C)F tert-butyl 4-[(4-bromo-2,6-difluoro-phenyl) carbamoyl]-4-methyl-piperidine-1-carboxylate